O1C(CNCCC1)CC#N 2-(1,4-Oxazepan-2-yl)acetonitrile